C(C)(C)(C)OC(=O)N1CC(CC1)NC1=NC(=C(C=C1)C1=NC=C(C=N1)Cl)C 3-((5-(5-Chloropyrimidin-2-yl)-6-methylpyridin-2-yl)amino)pyrrolidine-1-carboxylic acid tert-butyl ester